COC(C1=CC=C(C=C1)C=1C=NN(C1)C)=O 4-(1-Methylpyrazol-4-yl)benzoic acid methyl ester